(S)-2-(3-Cyclopropyl-1-isopropyl-4-oxo-1,4-dihydro-5H-pyrazolo[3,4-d]pyridazin-5-yl)-N-(1-(4-(trifluoromethoxy)phenyl)ethyl)acetamid C1(CC1)C1=NN(C=2C=NN(C(C21)=O)CC(=O)N[C@@H](C)C2=CC=C(C=C2)OC(F)(F)F)C(C)C